6-chloro-N-(5-ethynyl-6-phenoxy-3-pyridyl)pyrido[3,2-d]pyrimidin-4-amine ClC=1C=CC=2N=CN=C(C2N1)NC=1C=NC(=C(C1)C#C)OC1=CC=CC=C1